N-((6-(5-amino-3-methyl-1H-pyrazol-1-yl)pyridin-3-yl)methyl)-9-ethyl-2-(pyridin-3-yl)-9H-purin-6-amine NC1=CC(=NN1C1=CC=C(C=N1)CNC1=C2N=CN(C2=NC(=N1)C=1C=NC=CC1)CC)C